S1C(=NN=C1)C=1C(=NC=CC1)N1CCN(CC1)[C@H]1CC2(CN(C2)C(=O)OCC)CC1 ethyl (6R)-6-{4-[3-(1,3,4-thiadiazol-2-yl) pyridin-2-yl] piperazin-1-yl}-2-azaspiro[3.4]octane-2-carboxylate